C(CCCCCCC=CCCCCCC)C=1C=C(C=C(C1)O)O 5-(8-pentadecenyl)-1,3-benzenediol